BrC=1C=C(C(=NC1C1=CC(=C(C=C1)C#N)F)N1CCC(CC1)NC(OC(C)(C)C)=O)C(N)=O tert-butyl (1-(5-bromo-3-carbamoyl-6-(4-cyano-3-fluorophenyl)pyridin-2-yl)piperidin-4-yl)carbamate